BrC=1N(N=C2C1N=CC=C2C(=O)OC)C methyl 3-bromo-2-methyl-2H-pyrazolo[4,3-b]pyridine-7-carboxylate